(S)-N-(3-Chloro-2,4-difluorophenyl)-1-(2-(1,1-dioxidothiomorpholino)-ethyl)-N-methyl-3-(6-methyl-4-(trifluoromethyl)pyridin-2-yl)-2-oxoimidazolidine-4-carboxamide ClC=1C(=C(C=CC1F)N(C(=O)[C@H]1N(C(N(C1)CCN1CCS(CC1)(=O)=O)=O)C1=NC(=CC(=C1)C(F)(F)F)C)C)F